(imidazo[1,2-a]pyridin-6-yl)spiro[indene-1,3'-pyrrolidine]-3,5'(2H)-dione N=1C=CN2C1C=CC(=C2)N2CC1(CC2=O)CC(C2=CC=CC=C21)=O